FC1=C(OC2=C(C=C(C=C2)NS(=O)(=O)C2=CC=C(C=C2)F)C=2C=CC3=C(C(=NO3)C)C2)C=CC(=C1)F N-(4-(2,4-difluorophenoxy)-3-(3-methylbenzo[d]isoxazol-5-yl)phenyl)-4-fluorobenzenesulfonamide